[Na+].C(C)(C)(C)C1=CC=C(C(=O)[O-])C=C1.C(C)(C)(C)C1=CC=C(C(=O)[O-])C=C1.[Al+3] aluminum bis(p-tert-butylbenzoate), sodium salt